P1C(=CC=C1)CCO phospholethanol